Methyl 1-(4-((S)-4-acryloyl-3-(cyanomethyl)piperazin-1-yl)-2-(2-(pyrrolidin-1-yl)ethoxy)-5,6,7,8-tetrahydroquinazolin-7-yl)-1,2,3,4-tetrahydroquinoline-6-carboxylate C(C=C)(=O)N1[C@H](CN(CC1)C1=NC(=NC=2CC(CCC12)N1CCCC2=CC(=CC=C12)C(=O)OC)OCCN1CCCC1)CC#N